2-amino-6-(carbonylmethylamino)hexanoic acid NC(C(=O)O)CCCCNC=C=O